C=CCCCCC=CCCC undecene-7-ene